C(C)(C)C1=C(C=CC=C1)O iso-propyl-phenol